1-hydroxynonan-4-yl (2-(pyrrolidin-1-yl)ethyl)carbamate N1(CCCC1)CCNC(OC(CCCO)CCCCC)=O